C(C1=CC=CC=C1)OC[C@]12CCC(N2C[C@@H](C1)F)=C (2R,7aS)-7a-((Benzyloxy)methyl)-2-fluoro-5-methylenehexahydro-1H-pyrrolizine